1-bromo-2,4-difluoro-5-nitro-benzene BrC1=C(C=C(C(=C1)[N+](=O)[O-])F)F